CS(=O)(C)=NC=1C=C(C(=O)O)C=CC1 3-{[Dimethyl(oxo)-λ6-sulfanylidene]amino}benzoic acid